Tert-Butyl 7-[[5-(trifluoromethyl)-2-pyridyl]methyl]-2,7-diazaspiro[3.5]nonane-2-carboxylate FC(C=1C=CC(=NC1)CN1CCC2(CN(C2)C(=O)OC(C)(C)C)CC1)(F)F